(6-(((S)-5-((R)-2-(5-fluoro-2-methoxypyridin-4-yl)propionyl)-5-azaspiro[2.4]heptan-7-yl)amino)-2-methylpyridin-3-yl)pyrimidine-4-carbonitrile FC=1C(=CC(=NC1)OC)[C@H](C(=O)N1CC2(CC2)[C@@H](C1)NC1=CC=C(C(=N1)C)C1=NC=CC(=N1)C#N)C